1-(tert-butyldimethylsilyl)-3-chloropropane [Si](C)(C)(C(C)(C)C)CCCCl